C(C(=C)C)(=O)OCCCN(CCC(=O)O)C 2-(2-methacryloyloxyethyl-dimethylamino)ethanecarboxylic acid